O1C[C@@H](CC1)C[C@@H](C(=O)OCC)NS(=O)(=O)C1=CC=C(C=C1)OC(F)(F)F ethyl (S)-3-((R)-tetrahydrofuran-3-yl)-2-((4-(trifluoromethoxy)phenyl)sulfonamido)propanoate